(1S,4S)-4-(3,4-dichlorophenyl)-1,2,3,4-tetrahydro-1-naphthylamine ClC=1C=C(C=CC1Cl)[C@@H]1CC[C@@H](C2=CC=CC=C12)N